[Au].[Al].[Ti] titanium-aluminum-gold